FC1=C(C(=CC(=C1NC1=NN=NN1)[N+](=O)[O-])[N+](=O)[O-])NC1=NN=NN1 2-fluoro-4,6-dinitro-N1,N3-bis(1H-tetrazol-5-yl)benzene-1,3-diamine